CC1=C(C=CC=C1)SC1=CC=C(C=C1)C(=O)C1=CC=CC=C1 [4-(methylphenylthio)phenyl]-phenylmethanone